COC(=O)C1=NC2=C(N1C1=CC3=C(NC(N3)=O)C=C1)C=CC=C2 1-(2-oxo-1,3-dihydro-benzimidazol-5-yl)benzimidazole-2-carboxylic acid methyl ester